[N-]=C=O.[N-]=C=O.C12CCC(CC1)C2 norbornan diisocyanate